C(CCC)C1=NC=2C(=C3C(=NC2N)C=CS3)N1CC1=CC=C(C=C1)CN1CCC(CC1)C1=CC=NC=C1 2-butyl-1-(4-((4-(pyridin-4-yl)piperidin-1-yl)methyl)benzyl)-1H-imidazo[4,5-d]thieno[3,2-b]pyridin-4-amine